N-(2-(4-(2-((2-(2-((2-(2,6-dioxopiperidin-3-yl)-1,3-dioxoisoindolin-4-yl)amino)ethoxy)ethyl)amino)-2-oxoethyl)piperazin-1-yl)ethyl)-6-hydroxy-2-oxo-2H-chromene-3-carboxamide O=C1NC(CCC1N1C(C2=CC=CC(=C2C1=O)NCCOCCNC(CN1CCN(CC1)CCNC(=O)C=1C(OC2=CC=C(C=C2C1)O)=O)=O)=O)=O